3-[4-(3-Aminoazetidine-1-carbonyl)phenyl]-1-sulfamoyl-pyrrole-2-carboxylic acid NC1CN(C1)C(=O)C1=CC=C(C=C1)C1=C(N(C=C1)S(N)(=O)=O)C(=O)O